(+-)-beta-citronellol CC(CCC=C(C)C)CCO